[2-Chloro-5-(7-morpholin-4-yl-quinazolin-4-yl)-phenyl]thieno[2,3-d]-pyrimidin-4-yl-methanol ClC1=C(C=C(C=C1)C1=NC=NC2=CC(=CC=C12)N1CCOCC1)C(O)C=1C2=C(N=CN1)SC=C2